C(C)(C)(C)OC(=O)N[C@H](C(=O)O)C1CCCCC1 (S)-tert-butoxycarbonylamino-cyclohexylacetic acid